(5-((1s,2r)-2-isopropylcyclopropyl)-6-ethoxypyridazin-3-yl)pyrimidine-2,4(1h,3h)-dione C(C)(C)[C@@H]1[C@H](C1)C=1C=C(N=NC1OCC)N1C(NC(C=C1)=O)=O